CN1[C@@H](CCC1)C=1C=NC=CC1 3-[(2S)-1-methylpyrrolidin-2-yl]pyridine